CN(C(=O)C1=NN(C(=C1)CNC(OC(C)(C)C)=O)[C@@H]1C[C@H](C1)O)C tert-butyl ((3-(dimethylcarbamoyl)-1-(trans-3-hydroxycyclobutyl)-1H-pyrazol-5-yl)methyl)carbamate